NC=1C=2N(C=C(N1)C=1C=NN(C1)C)C(=CN2)C=2C=C(C=CC2C)S(=O)(=O)N[C@@H]2CC[C@H](CC2)O 3-[8-Amino-6-(1-methyl-1H-pyrazol-4-yl)imidazo[1,2-a]pyrazin-3-yl]-N-(trans-4-hydroxycyclohexyl)-4-methylbenzenesulfonamide